(4-(trifluoromethyl)phenethyl)carbamate FC(C1=CC=C(CCNC([O-])=O)C=C1)(F)F